2-(4-(2-cyclopropyl-2H-1,2,3-triazol-4-yl)phenyl)-4,4-dimethylpentanoic acid isopropyl ester C(C)(C)OC(C(CC(C)(C)C)C1=CC=C(C=C1)C1=NN(N=C1)C1CC1)=O